C(C)OC(=O)C=1C2=C(N=CC1)NN=C2CNC(=O)OC(C)(C)C 3-[(tert-butoxycarbonylamino)methyl]-1H-pyrazolo[3,4-b]pyridine-4-carboxylic acid ethyl ester